N,N'-bis(2-aminoethyl)-2,6-pyridinedicarboxamide NCCNC(=O)C1=NC(=CC=C1)C(=O)NCCN